BrC1=C(C(=C(C=C1)OC(C)(F)F)SC)Cl 1-bromo-2-chloro-4-(1,1-difluoroethoxy)-3-methylsulfanyl-benzene